5-bromopentyl nonan-5-yl carbonate C(OCCCCCBr)(OC(CCCC)CCCC)=O